3-(3-((5-chloro-2-((3-methyl-1-(1-methylpyrrolidin-3-yl)-1H-pyrazol-4-yl)amino)pyrimidin-4-yl)amino)propyl)-6,6-dimethyl-1,3-oxazinan-2-one ClC=1C(=NC(=NC1)NC=1C(=NN(C1)C1CN(CC1)C)C)NCCCN1C(OC(CC1)(C)C)=O